FC1=CC(=C(OCC2=CC=CC=3N=CSC32)C=C1[N+](=O)[O-])OC 7-(4-fluoro-2-methoxy-5-nitrophenoxymethyl)-1,3-benzothiazole